C(C)O[Si](CCCN(CCC[Si](OCC)(OCC)OCC)CCC[Si](OCC)(OCC)OCC)(OCC)OCC 3-(Triethoxysilyl)-N,N-bis[3-(triethoxysilyl)propyl]-1-propylamine